BrC1=CC=CC(=N1)C=1N=C2N(C=C(C(=C2)OC(C)C)Cl)C1 (6-bromopyridin-2-yl)-6-chloro-7-isopropoxyimidazo[1,2-a]pyridine